C(#N)/C(/C(=O)NC1=NC=C(C=N1)OC)=C(\C=1C=NOC1C)/O (Z)-2-cyano-3-hydroxy-N-(5-methoxypyrimidin-2-yl)-3-(5-methylisoxazol-4-yl)prop-2-enamide